FC=1C(=NC(=CC1)C)NC 3-Fluoro-N,6-dimethylpyridin-2-amine